4-(4-amino-6-(5-chloro-2-fluorophenyl)pyridazin-3-yl)-1-methylpyrrolidin-2-one NC1=C(N=NC(=C1)C1=C(C=CC(=C1)Cl)F)C1CC(N(C1)C)=O